tert-butyl (S)-3-((5-bromo-4-fluoro-2-nitrophenyl)amino)pyrrolidine-1-carboxylate BrC=1C(=CC(=C(C1)N[C@@H]1CN(CC1)C(=O)OC(C)(C)C)[N+](=O)[O-])F